(Z)-N-styryl-N-(2,2,2-trifluoroethyl)methanesulfonamide C(=C/C1=CC=CC=C1)/N(S(=O)(=O)C)CC(F)(F)F